C(C1=CC=CC=C1)N1C(N(C2=NC(=NC=C2C1)NC1=C(C=C(C(=C1)[N+](=O)[O-])F)OC)C)=O 3-benzyl-7-((4-fluoro-2-methoxy-5-nitrophenyl)amino)-1-methyl-3,4-dihydropyrimido[4,5-d]pyrimidin-2(1H)-one